FC(C(=O)O)(F)F.C1(=CC=CC=C1)C1N(OCC1)C1=NC(=NC=C1)NC1=CC(=C(C(=C1)OC)OC)OC 4-(3-phenylisoxazolidin-2-yl)-N-(3,4,5-trimethoxyphenyl)pyrimidin-2-amine trifluoroacetate